C(C)OC(C(NCC(C1=CC(=CC=C1)OC(F)(F)F)=O)=O)=O 2-oxo-2-((2-oxo-2-(3-(trifluoromethoxy)phenyl)ethyl)amino)acetic acid ethyl ester